C(C(=C)C)(=O)OCCN(C)C 2-(dimethylamino)-ethyl methacrylate